N-[3,4-difluoro-2-(2-fluoro-4-iodophenylamino)-6-methoxyphenyl]-1-[(2S)-2,3-dihydroxypropyl]cyclopropane-1-sulfonamide FC=1C(=C(C(=CC1F)OC)NS(=O)(=O)C1(CC1)C[C@@H](CO)O)NC1=C(C=C(C=C1)I)F